N-(p-nitrophenethyl)acetamide [N+](=O)([O-])C1=CC=C(CCNC(C)=O)C=C1